(5-chloro-2-{[4-(hydroxymethyl)-3,4-dihydroisoquinolin-2(1H)-yl]carbonyl}phenyl)-1,2-dimethyl-1H-pyrrole-3-carboxylic acid ClC=1C=CC(=C(C1)C=1C(=C(N(C1)C)C)C(=O)O)C(=O)N1CC2=CC=CC=C2C(C1)CO